FC=1C(NC(=NC1)C1=NN(C(=N1)C1=NOC=C1)CC1=C(C=CC=C1)F)=O 5-fluoro-2-(1-(2-fluorobenzyl)-5-(isoxazol-3-yl)-1H-1,2,4-triazol-3-yl)pyrimidin-4(3H)-one